[NH4+].FC1=CC=C(C2=NON=C21)S(=O)(=O)[O-] 7-fluorobenzofurazan-4-sulfonic acid ammonium salt